FC(OC=1C=2N(C=CC1)N=C(C2)[C@@H]2N(CCC1=C2N=CN1)C1=NC=C(C=N1)C(F)(F)F)(F)F (R)-4-(4-(trifluoromethoxy)pyrazolo[1,5-a]pyridin-2-yl)-5-(5-(trifluoromethyl)pyrimidin-2-yl)-4,5,6,7-tetrahydro-1H-imidazo[4,5-c]pyridine